Methyl-(2S)-2-[4-chloro-2-(4-ethoxy-4,5-dihydroisoxazol-3-yl)phenoxy]-3-methylbutanoat COC([C@H](C(C)C)OC1=C(C=C(C=C1)Cl)C1=NOCC1OCC)=O